OOC1=C(C(=O)O[C@@]1([C@@](O)(CO)CC(C)C)CC(O)CO)OC1=CC=CC=C1 3-O-hydroxyisobutyl-2-O-phenyl-glyceryl-ascorbic acid